O[C@@H]1[C@@H](CCCC1)CNC=1N=NC(=C2C1C=NC=C2)C2=C(C=C(C=C2)C(F)(F)F)O 2-[4-[[(1S,2S)-2-hydroxycyclohexyl]methylamino]pyrido[3,4-d]pyridazin-1-yl]-5-(trifluoromethyl)phenol